F[P-](F)(F)(F)(F)F.C(CCC)N1C=[NH+]C=C1 1-butylimidazolium hexafluorophosphate